(S)-2-(4-(2-fluorophenyl)-2-(3-fluoropyrrolidin-1-yl)pyridin-3-yl)-1,3,4-oxadiazole FC1=C(C=CC=C1)C1=C(C(=NC=C1)N1C[C@H](CC1)F)C=1OC=NN1